C(C=C)(=O)N1CCC(CC1)C1=CC(=NN1C1=CC=C(C=C1)OC1=CC=CC=C1)C(=O)N 5-(1-acryloylpiperidine-4-yl)-1-(4-phenoxyphenyl)-1H-pyrazole-3-carboxamide